NC1=CC=C(N=N1)C#CCN(C(=O)C1N(NC(C1)=O)C1=NC(=CC(=N1)C)C(F)(F)F)C1=CC(=C(C=C1)Cl)C N-(3-(6-aminopyridazin-3-yl)prop-2-yn-1-yl)-N-(4-chloro-3-methylphenyl)-2-(4-methyl-6-(trifluoromethyl)pyrimidin-2-yl)-5-oxopyrazolidine-3-carboxamide